2,6-di-tert-butyl-4-meth-oxyphenol C(C)(C)(C)C1=C(C(=CC(=C1)OC)C(C)(C)C)O